CC1=CC=CC(=N1)NCC=1C=CC=2N(C1)C=C(N2)CN2C(C1=CN=CC(=C1C=C2)C2=CC=CC=C2)=O 2-[(6-{[(6-methylpyridin-2-yl)amino]methyl}imidazo[1,2-a]pyridin-2-yl)methyl]-5-phenyl-1,2-dihydro-2,7-naphthyridin-1-one